FC1(CCC(CC1)N)CCN1CCC(CC1)C1=NSC2=C1C=CC(=C2)F Cis-4-fluoro-4-(2-(4-(6-fluorobenzo[d]isothiazol-3-yl)piperidin-1-yl)ethyl)cyclohexane-1-amine